5-bromo-pyridine BrC=1C=CC=NC1